BrC=1C=CC(=NC1CN(C)C)NC(OC(C)(C)C)=O tert-Butyl (5-bromo-6-((dimethylamino)methyl)pyridin-2-yl)carbamate